N-[(6S,7S)-5-(1-cyanocyclobutanecarbonyl)-6-[[3-(3,5-difluorophenyl)-2-fluorophenyl]methyl]-5-azaspiro[2.4]heptan-7-yl]-1,1-difluoro-methanesulfonamide C(#N)C1(CCC1)C(=O)N1CC2(CC2)[C@@H]([C@@H]1CC1=C(C(=CC=C1)C1=CC(=CC(=C1)F)F)F)NS(=O)(=O)C(F)F